FC=1C=C(C(=C2/C(/C(NC12)=O)=C/C=1NC=C(C1)C)C)C1=C(C2=C(OCCN2)N=C1)C (Z)-7-fluoro-4-methyl-3-((4-methyl-1H-pyrrol-2-yl)methylene)-5-(8-methyl-2,3-dihydro-1H-pyrido[2,3-b][1,4]oxazin-7-yl)indolin-2-one